BrC=1C=C2[C@@]3(CN(C(C2=CC1)=O)CC(=O)O)[C@@H](C3)F 2-((1S,2R)-6'-bromo-2-fluoro-1'-oxo-1'H-spiro[cyclopropane-1,4'-isoquinoline]-2'(3'H)-yl)acetic acid